(S)-1-(6-(4-fluoro-1H-pyrazol-1-yl)pyridin-3-yl)-1-ethylamine hydrochloride Cl.FC=1C=NN(C1)C1=CC=C(C=N1)[C@H](C)N